4-(8-fluoro-3-quinolylamino)-2-{5-methoxy-6-[(1s,3s)-3-(dimethylamino)cyclobutoxy]-3-pyridylamino}pyrimidine FC=1C=CC=C2C=C(C=NC12)NC1=NC(=NC=C1)NC=1C=NC(=C(C1)OC)OC1CC(C1)N(C)C